4-bromo-N-(2-phenyl-1H-pyrrolo[2,3-b]pyridin-5-yl)-1H-pyrrolo[2,3-b]pyridin-5-carboxamide BrC1=C2C(=NC=C1C(=O)NC=1C=C3C(=NC1)NC(=C3)C3=CC=CC=C3)NC=C2